1-({5-[(5-amino-7-{[(3S)-1-hydroxyhexan-3-yl]amino}-1H-pyrazolo[4,3-d]pyrimidin-1-yl)methyl]-2-fluoro-4-methoxyphenyl}-methyl)azetidin-3-ol NC=1N=C(C2=C(N1)C=NN2CC=2C(=CC(=C(C2)CN2CC(C2)O)F)OC)N[C@H](CCO)CCC